2-((4-cyclohexylpiperazin-1-yl)methyl)-6-methoxy-9,9-dimethyl-9,10-dihydroacridine C1(CCCCC1)N1CCN(CC1)CC1=CC=2C(C3=CC=C(C=C3NC2C=C1)OC)(C)C